tert-butyl ((1-(4-(4-((5-(tert-butyl)-1,2,4-oxadiazole-3-carboxamido)methyl)-3-methylphenyl)pyridin-3-yl)pyrrolidin-3-yl)methyl)(methyl)carbamate C(C)(C)(C)C1=NC(=NO1)C(=O)NCC1=C(C=C(C=C1)C1=C(C=NC=C1)N1CC(CC1)CN(C(OC(C)(C)C)=O)C)C